BrC=1C=C(C(=C(N)C1)F)F 5-bromo-2,3-difluoro-aniline